2-bromo-2'-tolylacetophenone BrCC(=O)C1=C(C=CC=C1)C1=C(C=CC=C1)C